OC1COC(C2=CC=CC=C12)CN(C(OC(C)(C)C)=O)C tert-butyl (4-hydroxyisochroman-1-yl)methyl(methyl)carbamate